4,4'-dihydroxy-3-methoxybenzophenone OC1=C(C=C(C(=O)C2=CC=C(C=C2)O)C=C1)OC